2-propyl-carbobenzoxyamide C(CC)C1=C(COC(=O)[NH-])C=CC=C1